(4E)-11,11-dipropyloxy-4-undecenyltrimethylphosphonium chloride [Cl-].C(CC)OC(CCCCC/C=C/CCC[P+](C)(C)C)OCCC